BrC1=CC=C(C=C1)C(=C(C#N)C#N)OC 2-[(4-bromophenyl)-methoxy-methylene]Malononitrile